1,3-diphenylpropyl-2-propyn-1-one C1(=CC=CC=C1)C(CCC1=CC=CC=C1)C(C#C)=O